NC1=NC(=CC=2C1=NN(N2)CC2=NC(=CC=C2)C)C=2C=C(C#N)C=CC2 3-(4-amino-2-((6-methylpyridin-2-yl)methyl)-2H-[1,2,3]triazolo[4,5-c]pyridin-6-yl)benzonitrile